OC1=C(C(N(C=C1)C)=O)NC(N[C@@H](CC(=O)O)C=1C=C(C=CC1)C1=C(C=CC=C1)OC(F)(F)F)=O (S)-3-(3-(4-hydroxy-1-methyl-2-oxo-1,2-dihydropyridin-3-yl)ureido)-3-(2'-(trifluoromethoxy)biphenyl-3-yl)propanoic acid